N-(3,4-dimethoxyphenethyl)-4-(4-fluorobenzyl)piperazin-1-yl-6-(3,4,6,7-tetrahydro-5H-imidazo[4,5-c]pyridin-5-yl)-1,3,5-triazine-2-amine COC=1C=C(CCNC2=NC(=NC(=N2)N2CCN(CC2)CC2=CC=C(C=C2)F)N2CC3=C(CC2)N=CN3)C=CC1OC